6-(4-[(7H-pyrrolo[2,3-d]pyrimidin-4-yl)amino]phenoxy)-1-hexanol N1=CN=C(C2=C1NC=C2)NC2=CC=C(OCCCCCCO)C=C2